C(CN1C(=NC2=C1C=CC(=C2OC)C(N)=O)C2=C(C(=O)O)C=CC=C2I)N2C(=NC1=C2C=CC(=C1OC)C(N)=O)C1=C(C(=O)O)C=CC=C1I 2'-(ethane-1,2-diylbis(5-carbamoyl-4-methoxy-1H-benzo[d]imidazole-1,2-diyl))bis(3-iodobenzoic acid)